N-(cyclopropylmethyl)-N-methyl-3-nitroaniline C1(CC1)CN(C1=CC(=CC=C1)[N+](=O)[O-])C